BrC=1C=C(SC1)C1=NC(=NC=C1)C1=CC(=C(C(=O)OC)C=C1)OC methyl 4-(4-(4-bromothiophen-2-yl) pyrimidin-2-yl)-2-methoxybenzoate